FC(CC[Si](OC)(OC)Cl)(F)F 3,3,3-trifluoropropylchlorodimethoxysilane